4-(cyclopropylmethoxy)benzene C1(CC1)COC1=CC=CC=C1